(2R,4S,5S)-1-(5-(5-fluoro-2-methoxypyridin-4-yl)-1H-pyrazole-3-carbonyl)-N-((1r,4S)-4-hydroxy-4-(trifluoromethyl)cyclohexyl)-2,5-dimethylpiperidine-4-carboxamide FC=1C(=CC(=NC1)OC)C1=CC(=NN1)C(=O)N1[C@@H](C[C@@H]([C@@H](C1)C)C(=O)NC1CCC(CC1)(C(F)(F)F)O)C